C(C)C(CO[Al](OCC(CCCC)CC)OCC(CCCC)CC)CCCC tri(2-ethylhexyloxy)aluminum